C(CC)NC(=O)C=1N=C2N(C=CC=C2)C1 N-propylimidazo[1,2-a]pyridine-2-carboxamide